2-((4-(2-(4-Chloro-2-fluorophenyl)-2,3-dihydrobenzo[b][1,4]dioxin-5-yl)piperidin-1-yl)methyl)-3-((S)-oxetan-2-ylmethyl)-3H-imidazo[4,5-b]pyridine-5-carboxylic acid ClC1=CC(=C(C=C1)C1COC2=C(O1)C=CC=C2C2CCN(CC2)CC2=NC=1C(=NC(=CC1)C(=O)O)N2C[C@H]2OCC2)F